1-[4-(1,3-benzothiazol-2-yloxy)phenyl]ethanol S1C(=NC2=C1C=CC=C2)OC2=CC=C(C=C2)C(C)O